GENISTEIN PHOSPHATE P(=O)(O)(O)O.O1C=C(C(=O)C=2C(O)=CC(O)=CC12)C1=CC=C(O)C=C1